N-stearylstearic amide C(CCCCCCCCCCCCCCCCC)NC(CCCCCCCCCCCCCCCCC)=O